tert-butyl (2-(5-((R)-1-(((R)-tert-butylsulfinyl)amino)ethyl)thiophen-2-yl)-6-fluorobenzyl)(methyl)carbamate C(C)(C)(C)[S@@](=O)N[C@H](C)C1=CC=C(S1)C1=C(CN(C(OC(C)(C)C)=O)C)C(=CC=C1)F